C(N)(O[C@@H]1N(CCC1)C(C)(C)C)=O (S)-tert-butylpyrrolidin-2-yl carbamate